7-(difluoromethyl)-1-(4-fluoro-2-isopropylphenyl)-3-(6-methoxy-2-methylpyridin-3-yl)-2,3-dihydropyrido[2,3-d]pyrimidin-4(1H)-one FC(C=1C=CC2=C(N(CN(C2=O)C=2C(=NC(=CC2)OC)C)C2=C(C=C(C=C2)F)C(C)C)N1)F